Cl.NC1C(CCCCC1(F)F)O 2-amino-3,3-difluorocycloheptan-1-ol hydrochloride